di(2-ethyl hexyl) phthalate C(C=1C(C(=O)OCC(CCCC)CC)=CC=CC1)(=O)OCC(CCCC)CC